N-[1-[2-[5-(2,2,2-trifluoroethoxy)-2-pyridyl]-1,2,4-triazol-3-yl]ethyl]-3,5-bis(trifluoromethyl)benzamide FC(COC=1C=CC(=NC1)N1N=CN=C1C(C)NC(C1=CC(=CC(=C1)C(F)(F)F)C(F)(F)F)=O)(F)F